CN1CC=2N(CC1)N=CC2C=2C=C1C(=NC2)NC=C1C=1C=C2C(=NC=NC2=CC1)NC1CCN(CC1)C 6-(5-(5-methyl-4,5,6,7-tetrahydropyrazolo[1,5-a]pyrazin-3-yl)-1H-pyrrolo[2,3-b]pyridin-3-yl)-N-(1-methylpiperidin-4-yl)quinazolin-4-amine